COC(C1=C(C(=CC=C1)N(C)C)Br)=O bromo-3-(dimethylamino)benzoic acid methyl ester